tert-Butyl (1-(6-chloro-3,5-dicyano-4-cyclopropylpyridin-2-yl)piperidin-4-yl)carbamate ClC1=C(C(=C(C(=N1)N1CCC(CC1)NC(OC(C)(C)C)=O)C#N)C1CC1)C#N